[2-[3-Cyano-6-[5-methyl-1-[1-(oxetan-3-yl)-4-piperidinyl] triazol-4-yl] pyrazolo[1,5-a]pyridin-4-yl] oxy-1-(5-fluoro-2-pyridinyl) ethyl] methanesulfonate CS(=O)(=O)OC(COC=1C=2N(C=C(C1)C=1N=NN(C1C)C1CCN(CC1)C1COC1)N=CC2C#N)C2=NC=C(C=C2)F